(±)-N-(9-(3-Oxa-9-azaspiro[5.5]undecan-9-yl)-5,6-dihydro-4H-benzo[f]imidazo[1,2-a]azepin-4-yl)-1-(2,6-dichlorobenzyl)-1H-1,2,4-triazole-3-carboxamide C1COCCC12CCN(CC2)C2=CC1=C(CC[C@H](C=3N1C=CN3)NC(=O)C3=NN(C=N3)CC3=C(C=CC=C3Cl)Cl)C=C2 |r|